OC(CCO)CCCCC 3-hydroxy-octanol